CN(C)CC1(CC1)COC=1N=C(C2=C(N1)CN(C2)C(=O)C2=CC(=CC1=CC=CC(=C21)I)O)N2CC1(CC1)CCC2 (2-((1-((dimethylamino)methyl)cyclopropyl)methoxy)-4-(5-azaspiro[2.5]octan-5-yl)-5,7-dihydro-6H-pyrrolo[3,4-d]pyrimidin-6-yl)(3-hydroxy-8-iodonaphthalen-1-yl)methanone